BrC=1C=C(C=CC1)C=1OC(=NN1)C 2-(3-bromophenyl)-5-methyl-1,3,4-oxadiazole